4-bromo-N-(2-(2-(cyclopropanesulfonamido)thiazol-4-yl)propan-2-yl)-2-methoxybenzamide BrC1=CC(=C(C(=O)NC(C)(C)C=2N=C(SC2)NS(=O)(=O)C2CC2)C=C1)OC